4-t-butyldimethylsilyloxyphenyl methacrylate C(C(=C)C)(=O)OC1=CC=C(C=C1)O[Si](C)(C)C(C)(C)C